1-[1-(Trifluoromethyl)pyrazol-3-yl]ethanol FC(N1N=C(C=C1)C(C)O)(F)F